Chloro-2-hydroxypropyl-N,N,N-trimethylammonium chlorid [Cl-].ClCC(C[N+](C)(C)C)O